NC([C@H](CCC(=O)OC(C)(C)C)N1C(C2=CC=C(C=C2C1)C1=NC(=C(C=C1OC)C#N)N)=O)=O Tert-butyl (S)-5-amino-4-(5-(6-amino-5-cyano-3-methoxypyridin-2-yl)-1-oxoisoindolin-2-yl)-5-oxopentanoate